B([O-])([O-])[O-].[Al+3].[Y+3].B([O-])([O-])[O-] Yttrium Aluminium Borate